[Cu].[Mo] molybdenum copper salt